C(C)OC(CN1C(C=C(C(=C1)OC)C1=C(C=CC(=C1)Cl)C(C)=O)=O)=O 2-(4-(2-acetyl-5-chlorophenyl)-5-methoxy-2-oxopyridin-1(2H)-yl)acetic acid ethyl ester